O1CCN(CC1)P(=O)(N1CCOCC1)Cl bismorpholinophosphoryl chloride